BrC1=C(C(=CC(=C1)I)N)N 3-bromo-5-iodo-benzene-1,2-diamine